tert-Butyl 3-hydroxy-2-mercapto-3-methylbutanoate OC(C(C(=O)OC(C)(C)C)S)(C)C